The molecule is a pentenoic acid having the double bond at position 2. It is a pentenoic acid and an alpha,beta-unsaturated monocarboxylic acid. CC/C=C/C(=O)O